{[(4-chlorophenyl)methyl]amino}-N-{4-[(oxetan-3-ylcarbonylamino)methyl]phenyl}carboxamide ClC1=CC=C(C=C1)CNC(=O)NC1=CC=C(C=C1)CNC(=O)C1COC1